1,6-anhydro-β-D-mannopyranose [C@H]12[C@@H](O)[C@@H](O)[C@H](O)[C@H](O1)CO2